(3-(methylsulfonyl)phenyl)cyclopropane CS(=O)(=O)C=1C=C(C=CC1)C1CC1